N-(tert-butyl)-4-(5'-((2-hydroxyethyl)sulfonamido)spiro[cyclohexane-1,3'-indoline]-1'-carbonyl)thiophene-2-sulfonamide C(C)(C)(C)NS(=O)(=O)C=1SC=C(C1)C(=O)N1CC2(C3=CC(=CC=C13)NS(=O)(=O)CCO)CCCCC2